ClC=1C=CC(=C(C1)C=1C=C(C=2OCCNC2N1)NC1=C(C=NC=C1)C(=O)NCCN1CCNCC1)F 4-{[6-(5-chloro-2-fluorophenyl)-2H,3H,4H-pyrido[3,2-b][1,4]oxazin-8-yl]amino}-N-[2-(piperazin-1-yl)ethyl]pyridine-3-carboxamide